2'-(9H-carbazol-9-yl)-[1,1'-binaphthyl] C1=CC=CC=2C3=CC=CC=C3N(C12)C1=C(C2=CC=CC=C2C=C1)C1=CC=CC2=CC=CC=C12